FC(C(CCO)NNC(OC(C)(C)C)=O)F tert-Butyl N-[[1-(difluoromethyl)-3-hydroxy-propyl]amino]carbamate